1-[4-(1-Methyl-1H-pyrazole-4-sulfonyl)-phenyl]-3-pyridin-4-ylmethyl-urea CN1N=CC(=C1)S(=O)(=O)C1=CC=C(C=C1)NC(=O)NCC1=CC=NC=C1